[(3R,3'R)-3'-hydroxy-1,4-dihydro-1'H,2H-spiro[isoquinoline-3,4'-piperidin]-1'-yl][8-(methoxymethyl)-6-(trifluoromethyl)-5,6,7,8-tetrahydroimidazo[1,2-a]pyridin-2-yl]methanone O[C@@H]1CN(CC[C@@]12NCC1=CC=CC=C1C2)C(=O)C=2N=C1N(CC(CC1COC)C(F)(F)F)C2